N[C@@H]([C@@H](C)CC)C(=O)N[C@H](CC1=CN(C2=CC=CC=C12)C)C(=O)OCC ethyl Nα-(L-isoleucyl)-1-methyl-D-tryptophanate